Copper-Selenide [Cu]=[Se]